ClC1=C2C=CN(C2=CC(=C1Cl)C)C 4,5-dichloro-1,6-dimethyl-1H-indol